rel-(2R,3R,4R,5R)-4-[[3-(4-fluoro-2-methoxy-phenyl)-4,5-dimethyl-5-(trifluoromethyl)tetrahydrofuran-2-carbonyl]amino]pyridine-2-carboxamide FC1=CC(=C(C=C1)[C@@H]1[C@@H](O[C@]([C@@H]1C)(C(F)(F)F)C)C(=O)NC1=CC(=NC=C1)C(=O)N)OC |o1:7,8,10,11|